CC=1C=NC=2N(C1C)N=CC2C2=NC(OC1=C2C=CC=C1)(CCC1=CC=CC=C1)C 4-(6,7-dimethylpyrazolo[1,5-a]pyrimidin-3-yl)-2-methyl-2-phenethyl-2H-benzo[e][1,3]oxazine